FC(C1=CC=CC2=C1N=C(S2)CN2[C@H]1CN(C[C@@H]2CCC1)C(=O)C1=CC(=C(C(=C1)OC)OC)OC)(F)F ((1R,5S)-9-((4-(trifluoromethyl)benzo[d]thiazol-2-yl)methyl)-3,9-diazabicyclo[3.3.1]nonan-3-yl)(3,4,5-trimethoxyphenyl)methanone